6-(3'-fluoro-[1,1'-Biphenyl]-4-yl)-2-Methyl-1H-benzo[d]Imidazol FC=1C=C(C=CC1)C1=CC=C(C=C1)C=1C=CC2=C(NC(=N2)C)C1